CC(C(=O)C1=NOC(=C1)C1=CC=CC=C1)(C)C 2,2-dimethyl-1-(5-phenylisoxazol-3-yl)propan-1-one